BrC=1C=C2C(=CNC2=CC1)/C(/C#N)=C/C=1C=NC=CC1SC (Z)-2-(5-bromo-1H-indol-3-yl)-3-(4-(methylthio)pyridin-3-yl)-acrylonitrile